methyl 2,2-diethoxycyclobutane-1-carboxylate C(C)OC1(C(CC1)C(=O)OC)OCC